OC(C)(C)C1=NC2=CC=CC=C2C(N1)=O (2-hydroxypropan-2-yl)quinazolin-4(3H)-one